N1=CC(=CC=C1)CC=1OC(=CN1)CO (2-(pyridin-3-ylmethyl)oxazol-5-yl)methanol